2-((7-methoxy-2,4-dimethyl-1H-imidazo[4,5-c][1,8]naphthyridin-1-yl)methyl)pyrimidine-5-sulfonamide COC=1C=CC=2C3=C(C(=NC2N1)C)N=C(N3CC3=NC=C(C=N3)S(=O)(=O)N)C